methyl 3-(bis(4-chlorobenzyl) amino)-2-bromopropionate ClC1=CC=C(CN(CC(C(=O)OC)Br)CC2=CC=C(C=C2)Cl)C=C1